N-((1S)-1-(3-fluoro-4-(trifluoromethoxy)phenyl)-2-methoxyethyl)-7-methoxy-2-oxo-2,3-dihydropyrido[2,3-b]pyrazine-4(1H)-carboxamide FC=1C=C(C=CC1OC(F)(F)F)[C@@H](COC)NC(=O)N1C2=C(NC(C1)=O)C=C(C=N2)OC